2-[5-[(3R)-3-amino-5,5,7-trifluoro-2-oxo-1-[[4-[4-(trifluoromethyl)-2-pyridyl]phenyl]methyl]-3,4-dihydro-1-benzazepin-8-yl]-1,3,4-oxadiazol-2-yl]-2-methyl-propanenitrile N[C@H]1C(N(C2=C(C(C1)(F)F)C=C(C(=C2)C2=NN=C(O2)C(C#N)(C)C)F)CC2=CC=C(C=C2)C2=NC=CC(=C2)C(F)(F)F)=O